CCCCCCCCCCCCCCCCCC n-Octadecan